OC(CSC=1C=C2C(=CNC2=CC1)/C=C/C(=O)C1=CC(=C(C(=C1)OC)OC)OC)CO (E)-3-[5-(2,3-dihydroxypropylsulfanyl)-1H-indol-3-yl]-1-(3,4,5-trimethoxyphenyl)prop-2-en-1-one